BrC1=CC2=CC3=CC=CC=C3C=C2C=C1 L-2-bromoanthracene